4R-methyl-L-proline CC1C[C@@H](NC1)C(=O)O